C1(=CC=CC2=CC=CC=C12)C(CC(O)C1=CC=CC=C1)O 1-naphthyl-3-phenyl-1,3-propanediol